C(CCCCCCCC=CC=CC=CCCCC)(=O)O.C1(\C=C/C(=O)O1)=O maleic anhydride eleostearate